COC1[C@]2(C)[C@@H](CC1)[C@@H]1CCC3CC(CC[C@]3(COC)[C@H]1CC2)=O 17,19-dimethoxyandrostan-3-one